methyl-[1,1'-biphenyl]amine CC1=C(C(=CC=C1)C1=CC=CC=C1)N